N-(2-{4-[(sulfamoyl)amino]hexahydropyridin-1-yl}-5-fluorophenyl)-8-(1H-pyrrol-3-yl)imidazo[3,2-a]pyrazine-6-carboxamide S(N)(=O)(=O)NC1CCN(CC1)C1=C(C=C(C=C1)F)NC(=O)C=1N=C(C=2N(C1)C=CN2)C2=CNC=C2